C(C)(=O)N1[C@H](CCC2=CC(=CC=C12)C=1C=C(CNC(=O)C=2N=C3N(C=C(N=C3N3CCOCC3)Br)C2)C=CC1)C (S)-N-(3-(1-acetyl-2-methyl-1,2,3,4-tetrahydroquinolin-6-yl)benzyl)-6-bromo-8-morpholinoimidazo[1,2-a]pyrazine-2-carboxamide